ClC1=NC2=C(C=C(C(=C2C(=N1)N1CC=2N(CCC1)N=C(C2)C(=O)N(CC2=CC=C(C=C2)OC)CC2=CC=C(C=C2)OC)OC)F)F 5-(2-chloro-6,8-difluoro-5-methoxyquinazolin-4-yl)-N,N-bis(4-methoxybenzyl)-5,6,7,8-tetrahydro-4H-pyrazolo[1,5-a][1,4]diazepine-2-carboxamide